C1(=C(C(=CC(=C1[2H])[2H])[2H])[2H])N benzene-2,3,5,6-d4-amine